N-(6-methoxy-2-methylpyridin-3-yl)-2-((2-methylcyclohex-yl)amino)-4-(trifluoromethyl)benzamide COC1=CC=C(C(=N1)C)NC(C1=C(C=C(C=C1)C(F)(F)F)NC1C(CCCC1)C)=O